FC1=CC=CC2=C1COCCC2=C 9-fluoro-5-methylene-1,3,4,5-tetrahydrobenzo[c]Oxepin